C=C1CCN2CCC=C12 1-methylenetetrahydro-1H-pyrrolizine